COC(=O)C=1C=C(C=C(C1)C(=O)OC)OB(O)O (3,5-bis(methoxycarbonyl)phenyl)boric acid